C(#N)C1CN(C1)C(=O)C=1C=NC(=NC1)N1CCN(CC1)C(=O)C1=CC=C(C=C1)C1=NC2=C(N1)C=CC=C2C(=O)N 2-(4-(4-(5-(3-cyanoazetidine-1-carbonyl)pyrimidin-2-yl)piperazine-1-carbonyl)phenyl)-1H-benzo[d]imidazole-4-carboxamide